2-((8,8-Dimethyl-1-oxaspiro[4.5]dec-2-yl)oxy)ethan-1-ol CC1(CCC2(CCC(O2)OCCO)CC1)C